Methyl 4-[1-[[4-[2-(2-methoxyphenoxy)ethyl-methyl-amino]tetrahydropyran-4-carbonyl]amino]cyclopropyl]benzoate COC1=C(OCCN(C2(CCOCC2)C(=O)NC2(CC2)C2=CC=C(C(=O)OC)C=C2)C)C=CC=C1